C1(CCCCC1)CCCOC=1C=C(C=CC1)NC1=C(C=C(C(=O)O)C=C1)C1CC1 4-{[3-(3-cyclohexylpropoxy)phenyl]amino}-3-cyclopropylbenzoic acid